tert-butyl (4R)-2-[4-[2,4-difluoro-6-(2-methoxyethoxy)phenyl]-7-methoxy-isothiazolo[5,4-c]pyridin-5-yl]-4-methyl-6,7-dihydro-4H-pyrazolo[1,5-a]pyrazine-5-carboxylate FC1=C(C(=CC(=C1)F)OCCOC)C1=C2C(=C(N=C1C1=NN3C([C@H](N(CC3)C(=O)OC(C)(C)C)C)=C1)OC)SN=C2